methyl 2-(4-(2-(4-chloro-2-fluorophenyl)-2-methylbenzo[d][1,3]dioxol-4-yl)-2,3,6-trifluorobenzyl)-1-(((S)-oxetan-2-yl) methyl)-1H-benzo[d]imidazole-6-carboxylate ClC1=CC(=C(C=C1)C1(OC2=C(O1)C=CC=C2C2=C(C(=C(CC1=NC3=C(N1C[C@H]1OCC1)C=C(C=C3)C(=O)OC)C(=C2)F)F)F)C)F